C(C=1C(O)=CC=CC1)(=O)[O-].[Na+].[K+].FC=1C=C(C=CC1)[C@@H]1N(OCC1)C1=CC(=NC=N1)NC=1C(=CC(=C(C1)NC(C=C)=O)N(C)CCOC)OC.C(C=1C(O)=CC=CC1)(=O)[O-] N-(5-((6-((R)-3-(3-fluorophenyl)isoxazolidine-2-yl)pyrimidine-4-yl)amino)-4-methoxy-2-((2-methoxyethyl)(methyl)amino)phenyl)acrylamide potassium sodium salicylate